ClC1=C(C(=O)O)C=CC(=C1Cl)O 2,3-dichloro-4-hydroxybenzoic acid